C1(CCCCC1)COC1=CC=CC(=N1)C1(CCCC1)C(=O)O [6-(cyclohexylmethoxy)-2-pyridyl]cyclopentanecarboxylic acid